(1S,3S,4S,6E)-6-(cyclopropylmethylene)-5-oxo-2-azabicyclo[2.2.2]octane-2,3-dicarboxylic acid 3-benzyl ester 2-tert-butyl ester C(C)(C)(C)OC(=O)N1[C@@H]2\C(\C([C@H]([C@H]1C(=O)OCC1=CC=CC=C1)CC2)=O)=C/C2CC2